ClC=1C=CC(=NC1C1=C(C=CC(=C1)F)C)NS(=O)(=O)C1=NC(=CC=C1)N[C@@H]1COCC[C@H]1O N-(5-chloro-6-(5-fluoro-2-methylphenyl)pyridin-2-yl)-6-(((3R,4R)-4-hydroxytetrahydro-2H-pyran-3-yl)amino)pyridine-2-sulfonamide